(1S,2S,3S,6R)-6-((5-(4-chloro-2,6-dimethylphenoxy)pentyl)amino)-4-(fluoromethyl)cyclohex-4-ene-1,2,3-triol ClC1=CC(=C(OCCCCCN[C@@H]2C=C([C@@H]([C@@H]([C@H]2O)O)O)CF)C(=C1)C)C